C(C(C)(C)C)OC(CCC)=O neopentyl-butyrate